OC[C@H]1OCC(N(C1)C)=O (6S)-6-(hydroxymethyl)-4-methylmorpholin-3-one